CC1=C(C=NN1[C@@H]1CNCCC1)C1=NN2C(C(=CC=C2)SC=2C=NC=CC2)=C1C#N [5-Methyl-1-[(3S)-3-piperidyl]pyrazol-4-yl]-4-(3-pyridylsulfanyl)pyrazolo[1,5-a]pyridine-3-carbonitrile